(S)-N1-(2,6-Dichlorobenzyl)-N2-(pyridin-3-ylmethyl)pyrrolidine-1,2-dicarboxamide ClC1=C(CNC(=O)N2[C@@H](CCC2)C(=O)NCC=2C=NC=CC2)C(=CC=C1)Cl